BrC=1C=C2C(=CC=NC2=CC1)C(=O)N1CC2CCC(C1)N2C2=CC(=C(C=C2)F)F 6-bromo-4-(8-(3,4-difluorophenyl)-3,8-diazabicyclo[3.2.1]octane-3-carbonyl)quinoline